CC=1NC2=CC=CC=C2C1CCNC(=O)C=1C=NC(=NC1)NC1=NC=CC=C1 N-(2-(2-Methyl-1H-indol-3-yl)ethyl)-2-(pyridin-2-ylamino)pyrimidine-5-carboxamide